3-cyclopropyl-4-(5-methyl-1-(tetrahydro-2H-pyran-2-yl)-1H-indazol-4-yl)quinoline 1-oxide C1(CC1)C=1C=[N+](C2=CC=CC=C2C1C1=C2C=NN(C2=CC=C1C)C1OCCCC1)[O-]